C(C)OC=1C=C(C=2N(C1)N=CC2C#N)C=2C=NC(=CC2)N2CC1N(C(C2)C1)C(C1=CN=C(C=C1)O)=O 6-Ethoxy-4-(6-(6-(6-hydroxynicotinoyl)-3,6-diazabicyclo[3.1.1]hept-3-yl)pyridin-3-yl)pyrazolo[1,5-a]pyridine-3-carbonitrile